9-methyl-9H-carbazol-3-amine CN1C2=CC=CC=C2C=2C=C(C=CC12)N